CS(=O)(=O)OC=1C=C(C=CC1)NC(=O)NC1=CC(=CC=C1)OS(=O)(=O)CCCC N-[3-(methanesulfonyloxy)phenyl]-N'-[3-(butanesulfonyloxy)phenyl]urea